C(C)N1N=CC=C1C(=O)N[C@H](C=1N=C2N(N=C(C=C2)CC2(C(NCC3CC23)=O)C(=O)O)C1)C1CCC(CC1)C 5-((2-((S)-(1-ethyl-1H-pyrazole-5-carboxamido)((1r,4S)-4-methylcyclohexyl)methyl)imidazo[1,2-b]pyridazin-6-yl)methyl)-4-oxo-3-azabicyclo[4.1.0]heptane-5-carboxylic acid